methyl-5-nitro-1-((oxiran-2-yl)methyl)1H-imidazole CC=1N(C(=CN1)[N+](=O)[O-])CC1OC1